FC(F)(F)C=CC1=CC=C(C=C1)F trifluoromethyl-4-fluorostyrene